1-(2-bromo-4-nitrophenyl)-N,N-dimethylmethanamine BrC1=C(C=CC(=C1)[N+](=O)[O-])CN(C)C